C1(=CC=CC=C1)C1=C2C=CN(C2=CC=C1)C1=NC=NC2=CC(=CC=C12)CNCCO 2-(((4-(4-phenylindol-1-yl)quinazolin-7-yl)methyl)amino)ethan-1-ol